tert-butyl (5-formyl-1-methyl-1H-pyrazol-3-yl)carbamate C(=O)C1=CC(=NN1C)NC(OC(C)(C)C)=O